BrCC=1N=CC2=C(N1)CCN(C2)C(=O)[O-] 2-(bromomethyl)-7,8-dihydropyrido[4,3-d]pyrimidine-6(5H)-carboxylate